BrC1=C(C2=C(SCC1)C=C(C=C2)C(=O)OC)C2=CC=C(C=C2)CC2CN(C2)CCCF methyl 4-bromo-5-(4-((1-(3-fluoropropyl)azetidin-3-yl)methyl)phenyl)-2,3-dihydrobenzo[b]thiepine-8-carboxylate